FC1=C(C(=CC=C1CN1CCN(CC1)C)O)N1CC(NS1(=O)=O)=O 5-(2-fluoro-6-hydroxy-3-((4-methylpiperazin-1-yl)methyl)phenyl)-1,2,5-thiadiazolidin-3-one 1,1-dioxide